FC1=CC=C(C=C1)C(=O)C1=CNC=2N=C(N=C(C21)NC=2C=NC(=CC2)CO)NC2=CC=C(C=C2)N2CCN(CC2)C (4-fluorophenyl)(4-((6-(hydroxyMethyl)pyridin-3-yl)amino)-2-((4-(4-methylpiperazin-1-yl)phenyl)amino)-7H-pyrrolo[2,3-d]pyrimidine-5-yl)methanone